Formate hydrochloride Cl.C(=O)O